CN1C=NC(=C1)COC=1C=CC2=C(C=C(O2)C2=C(C=NC=C2)C#N)C1 4-{5-[(1-methyl-1H-imidazol-4-yl)methoxy]-1-benzofuran-2-yl}pyridine-3-carbonitrile